2-(piperazin-1-yl)-5-trifluoromethyl-pyrimidine hydrochloride Cl.N1(CCNCC1)C1=NC=C(C=N1)C(F)(F)F